OC1CC(C(CC1)NC(OC(C)(C)C)=O)N1C=CC(C=C1)=O tert-butyl (4-hydroxy-2-(4-oxopyridin-1(4H)-yl)cyclohexyl)carbamate